N-methyl[4-chloro-3-([1-[4-(2-cyclopropoxyphenyl)pyridin-3-yl]cyclopropoxy]methyl)benzene] CN1CC(=C(C=C1)C1=C(C=CC=C1)OC1CC1)C1(CC1)OCC=1C=CC=CC1Cl